ClC1=C(NC=2C=C(C#N)C=CC2)C=CC=C1[C@]1(NC(N(C(C1)=O)C1CCOCC1)=N)C 3-{2-Chloro-3-[(4S)-2-imino-4-methyl-6-oxo-1-(tetrahydro-pyran-4-yl)hexahydropyrimidin-4-yl]anilino}benzonitrile